ClC1=NC=C(C=N1)OC1=CC=C(C=C1)F 2-chloro-5-(4-fluorophenoxy)pyrimidine